ClC=1C=C(C=CC1OCC)CC=O 2-(3-chloro-4-ethoxyphenyl)acetaldehyde